gold-silver-copper-iron aluminum [Al].[Fe].[Cu].[Ag].[Au]